C1(CC1)C1=C(C(=NO1)C1=C(C=CC=C1)C(F)(F)F)C1=CC2(C1)CCN(CC2)C=2C=C1C(=CC=NC1=CC2)OC(C)C 6-(2-(5-Cyclopropyl-3-(2-(trifluoromethyl)phenyl)isoxazol-4-yl)-7-azaspiro[3.5]non-1-en-7-yl)-4-isopropoxychinolin